C(#N)[C@@H]1COCCN1CC1=CC=C(C=C1)C=1C=C(C=2N=CN=C(C2N1)N[C@@H]1CNCCC1)C(=O)N 6-(4-(((R)-3-cyanomorpholino)methyl)phenyl)-4-(((S)-piperidin-3-yl)amino)pyrido[3,2-d]pyrimidine-8-carboxamide